NC=1C=NC(=CC1C1CC1)C1=C(C(=CC=C1)C1=NOC(=C1)[C@]1(C(N(CC1)C)=O)O)F (R)-3-amino-4-cyclopropyl-6-(2-fluoro-3-(5-(3-hydroxy-1-methyl-2-oxopyrrolidin-3-yl)isoxazol-3-yl)phenyl)pyridine